C(#N)C1(CCC1)/C=C/C(=O)OCC ethyl (E)-3-(1-cyanocyclobutyl)acrylate